2-(4-(4-acryloylpiperazin-1-yl)-6-chloroquinazolin-7-yl)benzenesulfonamide C(C=C)(=O)N1CCN(CC1)C1=NC=NC2=CC(=C(C=C12)Cl)C1=C(C=CC=C1)S(=O)(=O)N